2-arachidyl-glycerol C(CCCCCCCCCCCCCCCCCCC)OC(CO)CO